COC=1C=C2C(=CC=NC2=CC1OC)N1CCC(CC1)C(CNS(=O)(=O)NC)C N-(2-(1-(6,7-dimethoxyquinolin-4-yl)piperidin-4-yl)propyl)Methylaminosulfonamide